7-((3as,4r,6r,6ar)-6-(((tert-butyldimethylsilyl)oxy)methyl)-2,2-dimethyltetrahydro-4H-cyclopenta[d][1,3]dioxol-4-yl)-N-(4-methoxybenzyl)-5-vinyl-7H-pyrrolo[2,3-d]pyrimidin-4-amine [Si](C)(C)(C(C)(C)C)OC[C@H]1C[C@H]([C@H]2[C@@H]1OC(O2)(C)C)N2C=C(C1=C2N=CN=C1NCC1=CC=C(C=C1)OC)C=C